methyl 3,5-dimethylbenzoate CC=1C=C(C(=O)OC)C=C(C1)C